isobutylphosphonatoacetamide C(C(C)C)C(C(=O)N)P(=O)([O-])[O-]